NC1=C(N=CC(=N1)N1CCC2([C@@H](COC2)N)CC1)SC1=CC=CC=2NC(NC21)(F)F (S)-8-(6-amino-5-((2,2-difluoro-2,3-dihydro-1H-benzo[d]imidazol-4-yl)thio)pyrazin-2-yl)-2-oxa-8-azaspiro[4.5]decan-4-amine